CC(CC(=O)OCC(CC[C@@H]1C(NCC1)=O)=O)C 2-oxo-4-((S)-2-oxopyrrolidin-3-yl)butyl 3-methylbutanoate